C(C)(C)(C)[Si](N[Si](C(C)(C)C)(C(C)(C)C)C(C)(C)C)(C(C)(C)C)C(C)(C)C hexa(t-butyl)disilazane